C1(=CCCC1)C=1C=2N(N=C(C1)C=1C(NC(NC1)=O)=O)C=CN2 5-(8-(cyclopent-1-en-1-yl)imidazo[1,2-b]pyridazine-6-yl)pyrimidine-2,4(1H,3H)-dione